[Si](C)(C)(C(C)(C)C)OC1[C@@H]2N(C(C3=C(N1C(=O)OCC=C)C=C(C(=C3)OC)O)=O)CC(C2)=C (11aR)-allyl 11-((tert-butyldimethylsilyl) oxy)-8-hydroxy-7-methoxy-2-methylene-5-oxo-2,3,11,11a-tetrahydro-1H-benzo[e]pyrrolo[1,2-a][1,4]diazepine-10(5H)-carboxylate